N1CC(CCC1)CS(=O)(=O)OC1=NC=C(C=C1)C#N 1-(5-Cyanopyridin-2-yl) piperidin-3-ylmethanesulfonate